1-bromo-2,3,4,5-tetrafluorobenzene BrC1=C(C(=C(C(=C1)F)F)F)F